1-methyl-2-(3-(4,4,5,5-tetramethyl-1,3,2-dioxaborolan-2-yl)benzyl)piperidine CN1C(CCCC1)CC1=CC(=CC=C1)B1OC(C(O1)(C)C)(C)C